CN1C(NC2=C1C(=CC=C2)C=2CCN(CC2)C(=O)OCCCC)=O butyl 4-(3-methyl-2-oxo-1H-benzimidazol-4-yl)-3,6-dihydro-2H-pyridine-1-carboxylate